[4-amino-2-(2-bromo-4-fluoro-anilino)thiazol-5-yl]-phenyl-methanone NC=1N=C(SC1C(=O)C1=CC=CC=C1)NC1=C(C=C(C=C1)F)Br